C=C\C=C\C trans-piperylene